CN1C=CC2=CC(=CC=C12)NC(C1=CC=CC=C1)=O N-(1-methyl-1H-indol-5-yl)benzamide